FC(CN1CCC(CC1)(C(=O)NC=1N=CC2=CC=C(C=C2C1)C1=CN=C(N1C)C)F)(C)F 1-(2,2-difluoropropyl)-N-(6-(1,2-dimethyl-1H-imidazol-5-yl)isoquinolin-3-yl)-4-fluoropiperidine-4-carboxamide